C1(=CC=CC=C1)C1CCC(OCC1)=O 5-Phenyloxepan-2-on